3-hydroxy-4,4-dimethyl-N-((S)-1-(3-(trifluoromethyl)phenyl)ethyl)pentanamide OC(CC(=O)N[C@@H](C)C1=CC(=CC=C1)C(F)(F)F)C(C)(C)C